CN1CCC=2C=C(C=NC2C1)C(=O)OCC ethyl 7-methyl-5,6,7,8-tetrahydro-1,7-naphthyridine-3-carboxylate